4-phenylmethylene-2,6-diisopropyl-2,5-cyclohexadien-1-one C1(=CC=CC=C1)C=C1C=C(C(C(=C1)C(C)C)=O)C(C)C